5-(5-chloro-2-(((1s,3s)-3-hydroxy-1-(hydroxymethyl)cyclobutyl)amino)pyridin-4-yl)-1-(2-fluorobenzyl)-1,5-dihydro-4H-pyrazolo[4,3-c]pyridin-4-one ClC=1C(=CC(=NC1)NC1(CC(C1)O)CO)N1C(C2=C(C=C1)N(N=C2)CC2=C(C=CC=C2)F)=O